but-2-yne-1,4-diyl bis(methanesulfonate) CS(=O)(=O)OCC#CCOS(=O)(=O)C